N-[6-(5-chloro-1,3-benzoxazol-2-yl)spiro[3.3]heptan-2-yl]-1-methyl-5-oxo-pyrrolidine-3-carboxamide ClC=1C=CC2=C(N=C(O2)C2CC3(CC(C3)NC(=O)C3CN(C(C3)=O)C)C2)C1